potassium diphenylsulphon C1(=CC=CC=C1)S(=O)(=O)C1=CC=CC=C1.[K]